C1OCC12CN(CC2)C2=CC=C(C=C2)NC=2C=1N(C=C(N2)C2=CC=C3C=NNC3=C2)N=CN1 N-(4-(2-oxa-6-azaspiro[3.4]oct-6-yl)phenyl)-6-(1H-indazol-6-yl)-[1,2,4]triazolo[1,5-a]pyrazin-8-amine